[C@@H]12OC[C@@H](N(C1)C(=O)C1(CC1)C1=CC=C(C=C1)C1=CC3=NC=CC(=C3O1)C1=CC(=NC=C1)C(C)(C)O)C2 ((1S,4S)-2-oxa-5-azabicyclo[2.2.1]heptan-5-yl)(1-(4-(7-(2-(2-hydroxypropan-2-yl)pyridin-4-yl)furo[3,2-b]pyridin-2-yl)phenyl)cyclopropyl)methanone